N,N'-diphenylphenylenediamine C1(=CC=CC=C1)NC1=C(C=CC=C1)NC1=CC=CC=C1